O=C1N2C(N=NN1CCOC(F)(F)F)=C(N=C2)C(=O)NCC(=O)C2=CC=CC=C2 4-oxo-N-phenacyl-3-[2-(trifluoromethoxy)ethyl]imidazo[5,1-d][1,2,3,5]tetrazine-8-carboxamide